N1(N=NC=C1)C(C(=O)N)CCCCC 1H-1,2,3-triazol-1-yl-heptanamide